N-(2,6-dimethylphenyl)-1-[5-(pyridin-4-yl)-1H-pyrazole-3-carbonyl]piperidine-4-carboxamide CC1=C(C(=CC=C1)C)NC(=O)C1CCN(CC1)C(=O)C1=NNC(=C1)C1=CC=NC=C1